5-chloro-8-((1-cyclopropyl-1H-indol-6-yl)sulfonyl)-3-hydroxyquinazoline-2,4(1H,3H)-dione ClC1=C2C(N(C(NC2=C(C=C1)S(=O)(=O)C1=CC=C2C=CN(C2=C1)C1CC1)=O)O)=O